3-(3,5-di-tert-butyl-4-hydroxyphenyl)propanol C(C)(C)(C)C=1C=C(C=C(C1O)C(C)(C)C)CCCO